(4-(naphthalen-2-yl)phenyl)carbazone C1=C(C=CC2=CC=CC=C12)C1=CC=C(C=C1)NNC(=O)N=N